NC1=C2N=CN(C2=NC=N1)C[C@@H](C)OCP(=O)(NC(C(=O)O[C@H](C)C1CCCCC1)(C)C)NC(C(=O)O[C@H](C)C1CCCCC1)(C)C Bis((R)-1-cyclohexylethyl) 2,2'-((((((R)-1-(6-amino-9H-purin-9-yl)propan-2-yl)oxy)methyl)phosphoryl)bis(azanediyl))bis(2-methylpropanoate)